1-heptyloctyl 4-[[4-(1-heptyloctoxy)-4-oxo-butyl]-[1-(3-hydroxypropyl)-1-oxido-piperidin-1-ium-4-yl]sulfanylcarbonyl-amino]butanoate C(CCCCCC)C(CCCCCCC)OC(CCCN(CCCC(=O)OC(CCCCCCC)CCCCCCC)C(=O)SC1CC[N+](CC1)([O-])CCCO)=O